C(C)(C)(C)[Si](OCCC1(C(NC2(COC2)C2=CC=C(C=C12)Cl)=O)C)(C)C 4-(2-{[tert-butyl-(dimethyl)silyl]oxy}ethyl)-6-chloro-4-methyl-2H-spiro[isoquinoline-1,3'-oxetan]-3(4H)-one